6'-(((1S,3S)-3-((5-Methyl-5H-pyrrolo[2,3-b]pyrazin-2-yl)amino)cyclopentyl)amino)-2H-[1,3'-bipyridin]-2-one CN1C=CC=2C1=NC=C(N2)N[C@@H]2C[C@H](CC2)NC2=CC=C(C=N2)N2C(C=CC=C2)=O